FC=1C=C(OC2=CC=C3CCN(CC3=C2)C(=O)C2CN(C2)C(=O)OC(C)(C)C)C=CC1C(F)(F)F tert-butyl 3-(7-(3-fluoro-4-(trifluoromethyl)phenoxy)-1,2,3,4-tetrahydroisoquinoline-2-carbonyl)azetidine-1-carboxylate